FC1=CC=C(C(=O)C=2C=NC(=NC2)C=2CCN(CC2)C(=O)OC(C)(C)C)C=C1 t-butyl 4-(5-(4-fluorobenzoyl)pyrimidin-2-yl)-3,6-dihydropyridine-1(2H)-carboxylate